(4-(2-chlorophenyl)thiazol-2-yl)-5-((1-methylpiperidin-4-yl)oxy)picolinamide ClC1=C(C=CC=C1)C=1N=C(SC1)C=1C(=NC=C(C1)OC1CCN(CC1)C)C(=O)N